(R)-3-hydroxymethyl-pyrrolidine OC[C@H]1CNCC1